BrC=1C=C(C(=NC1)F)C=NO N-[(5-bromo-2-fluoropyridin-3-yl)methylidene]hydroxylamine